ClC=[NH+][O-] chloronitrone